4'-Carboxy-3'-O-benzoyl-2'-O-methyl-N3-benzyloxymethyluridine C(=O)(O)[C@]1([C@H]([C@H]([C@@H](O1)N1C(=O)N(C(=O)C=C1)COCC1=CC=CC=C1)OC)OC(C1=CC=CC=C1)=O)CO